COC=1C=NC=CC1C1=NOC(=N1)C 3-methoxy-4-(5-methyl-1,2,4-oxadiazol-3-yl)pyridine